N-(5-chloropyridin-3-yl)-N-((2-[5-(difluoromethyl)-1,3,4-oxadiazol-2-yl]-1,3-thiazol-5-yl)methyl)ethane-1-sulfonamide ClC=1C=C(C=NC1)N(S(=O)(=O)CC)CC1=CN=C(S1)C=1OC(=NN1)C(F)F